BrC1=CC=CC(=N1)NC(CCCCCl)=O N-(6-bromo-2-pyridyl)-5-chloro-pentanamide